tert-Butyl 3-(((3-((tert-butoxycarbonyl)amino)propyl)amino)methyl)azetidine-1-carboxylate C(C)(C)(C)OC(=O)NCCCNCC1CN(C1)C(=O)OC(C)(C)C